(1R,2R)-N-(7-chloro-6-(1-((3S,4S)-4-fluoro-3-methyltetrahydrofuran-3-yl)piperidin-4-yl)isoquinolin-3-yl)-2-(1-methyl-1H-pyrazol-3-yl)cyclopropane-1-carboxamide ClC1=C(C=C2C=C(N=CC2=C1)NC(=O)[C@H]1[C@@H](C1)C1=NN(C=C1)C)C1CCN(CC1)[C@]1(COC[C@H]1F)C